((1s,3s)-3-((4-methoxy-5-(quinoxalin-6-yl)-7H-pyrrolo[2,3-d]pyrimidin-2-yl)amino)-1-methylcyclobutyl)(pyrrolidin-1-yl)methanone COC=1C2=C(N=C(N1)NC1CC(C1)(C)C(=O)N1CCCC1)NC=C2C=2C=C1N=CC=NC1=CC2